5,6,11,12,17,18-hexaazatrinaphthylene-2,8,14-tricarboxylic acid C1=C(C=CC2=NC=3C4=NC5=CC(=CC=C5N=C4C4=NC5=CC(=CC=C5N=C4C3N=C12)C(=O)O)C(=O)O)C(=O)O